FC1(CC(C1)(CC1=NN=CN1C)C=1C=C(C=CC1)N1C(C2=CC(=CC(=C2C1)C(F)(F)F)CNCC(C)(C)OC)=O)F 2-(3-(3,3-difluoro-1-((4-methyl-4H-1,2,4-triazol-3-yl)methyl)cyclobutyl)phenyl)-6-(((2-methoxy-2-methylpropyl)amino)methyl)-4-(trifluoromethyl)isoindolin-1-one